N-(4-((7-chloro-2-((5-(2-cyanopropan-2-yl)-1-(2-oxaspiro[3.3]heptan-6-yl)-1H-pyrazol-3-yl)amino)-1-methyl-1H-imidazo[4,5-d]pyridin-6-yl)oxy)pyridin-2-yl)acetamide ClC=1C(=NC=C2C1N(C(=N2)NC2=NN(C(=C2)C(C)(C)C#N)C2CC1(COC1)C2)C)OC2=CC(=NC=C2)NC(C)=O